ClC1=C(C=C(C=C1)NC(C(=O)C1=C(C=C(C=C1)OC1=NC(=NC2=CC(=C(C=C12)OC)OC)C)F)=O)C(F)(F)F (4-chloro-3-(trifluoromethyl)phenyl)-2-(4-((6,7-dimethoxy-2-methylquinazolin-4-yl)oxy)-2-fluorophenyl)-2-oxoacetamide